OCC1N(CC=2C1=NC=CC2)C2=C(C(N(N=C2)COCC[Si](C)(C)C)=O)C(F)(F)F 5-[7-(hydroxymethyl)-5H,6H,7H-pyrrolo[3,4-b]pyridin-6-yl]-4-(trifluoromethyl)-2-[[2-(trimethylsilyl)ethoxy]methyl]-2,3-dihydropyridazin-3-one